2-(tert-butyl)-4,6-dihydrospiro[cyclopenta[b]thiophene-5,4'-piperidin]-4-amine C(C)(C)(C)C1=CC2=C(S1)CC1(CCNCC1)C2N